4-((2-chloropyrimidin-5-yl)methyl)oxazole 5-iodo-2'-deoxyuridine-5'-triphosphate P(O)(=O)(OP(=O)(O)OP(=O)(O)O)OC[C@@H]1[C@H](C[C@@H](O1)N1C(=O)NC(=O)C(=C1)I)O.ClC1=NC=C(C=N1)CC=1N=COC1